O1[C@H](CCC1)C(C)=O r-1-(tetrahydro-furan-2-yl)-ethanone